C1=NC=C(C2=CC=CC=C12)N([C@@H]1CN(CC1)CC(=O)N1[C@@H](CCC1)C#N)C (2S)-1-[2-[(3S)-3-[4-isoquinolyl(methyl)amino]pyrrolidin-1-yl]acetyl]pyrrolidine-2-carbonitrile